[N+](=O)([O-])C=1C=C(C(=O)N/N=C/C2=CC(=CC=C2)OCC2=COC3=C(C2=O)C=CC=C3)C=CC1 (E)-3-nitro-N'-(3-((4-oxo-4H-benzopyran-3-yl)methoxy)benzylidene)benzoyl-hydrazine